2-(5-fluoro-1-((2-(trimethylsilyl)ethoxy)methyl)-1H-indazol-3-yl)-N,N-dimethylethan-1-amine FC=1C=C2C(=NN(C2=CC1)COCC[Si](C)(C)C)CCN(C)C